4-chloro-5-((2,2-difluorocyclopropyl)methyl)-7-iodo-2-(2-methyl-2H-indazol-5-yl)-2,5-dihydro-3H-pyrrolo[3,2-c]pyridazin-3-one ClC1=C2C(=NN(C1=O)C1=CC3=CN(N=C3C=C1)C)C(=CN2CC2C(C2)(F)F)I